ClC=1C=CC(=NC1)S(=O)(=O)N1C[C@@H]([C@](C1)(CO)O)OC1=CC(=C(C#N)C=C1)F 4-(((3S,4S)-1-((5-chloropyridin-2-yl)sulfonyl)-4-hydroxy-4-(hydroxymethyl)pyrrolidin-3-yl)Oxy)-2-fluorobenzonitrile